C1(CC1)C=1C=C(C=2N(C1)C=C(N2)CNC=2N=C(N=NC2)NCC2=CC=C(C=C2)OC)N2C(N(C(C2)=O)C)=O 1-(6-cyclopropyl-2-(((3-((4-methoxybenzyl)amino)-1,2,4-triazin-5-yl)amino)methyl)imidazo[1,2-a]pyridin-8-yl)-3-methylimidazolidine-2,4-dione